Camphorsulfonic acid Tosylate S(=O)(=O)(O)C1=CC=C(C)C=C1.C12(C(=O)CC(CC1)C2(C)C)CS(=O)(=O)O